FS(=O)(=O)[N-]S(=O)(=O)C(F)(F)F fluorosulfonyl-(trifluoromethanesulfonyl)amide